N1C=NC2=C1C=CO2 furoimidazole